1-[2-cyano-4-(trifluoromethyl)phenyl]-4-[6-(1-methyl-1H-indol-7-yl)pyridin-3-yl]-N-[(3R)-1-methylpyrrolidin-3-yl]piperidine-4-carboxamide C(#N)C1=C(C=CC(=C1)C(F)(F)F)N1CCC(CC1)(C(=O)N[C@H]1CN(CC1)C)C=1C=NC(=CC1)C=1C=CC=C2C=CN(C12)C